N'-(1-naphthyl)-4-[5-(trifluoromethyl)-1,2,4-oxadiazol-3-yl]benzoyl-hydrazine C1(=CC=CC2=CC=CC=C12)NNC(C1=CC=C(C=C1)C1=NOC(=N1)C(F)(F)F)=O